C(C#C)OC1CCN(CC1)C(=O)OC(C)(C)C 2-methylpropan-2-yl 4-(prop-2-ynyloxy)piperidin-1-carboxylate